[Cl-].C(CCC)N1C=[N+](C=C1)CC(CCCC)CC 1-butyl-3-(2-ethylhexyl)imidazolium chloride